C\C(=C/CC=1C(=C(C(=O)O)C(=CC1O)CCCCCCC)O)\CCC=C(C)C 3-[(2E)-3,7-dimethylocta-2,6-dien-1-yl]-2,4-dihydroxy-6-heptylbenzoic acid